C(C)C(CC)CC(C=C)CC 3,5-diethyl-6-heptene